4-((5-chloro-3'-methoxy-[2,4'-bipyridyl]-2'-yl)amino)-6-(cyclopropanecarboxamido)-N-(methyl-d3)nicotinamide ClC=1C=CC(=NC1)C1=C(C(=NC=C1)NC1=CC(=NC=C1C(=O)NC([2H])([2H])[2H])NC(=O)C1CC1)OC